C(C)(=O)NC1=CC=C(C(=O)NC2=C(C=CC=C2)N)C=C1 4-(Acetylamino)-N-(2-aminophenyl)benzamide